BrC=1C=2N(C=C(C1)S(N(CC1=CC=C(C=C1)OC)C1(CC1)C#N)(=O)=O)C=CN2 8-bromo-6-(N-(1-cyanocyclopropyl)-N-(4-methoxybenzyl)sulfamoyl)imidazo[1,2-a]pyridine